C1(CC1)CNC1=C2C(=NC=3C=C(C(=CC13)OC)OCC1CCNO1)CCC2 N-(cyclopropylmethyl)-7-methoxy-6-[(1,2-oxazolidin-5-yl)methoxy]-1H,2H,3H-cyclopenta[b]quinolin-9-amine